C1(=CC=CC=C1)C(CNC(\C=C\C1=COC=C1)=O)C1=CC=CC=C1 (E)-N-(2,2-diphenylethyl)-3-(furan-3-yl)acrylamide